BrC1=C(C(=CC=C1)C)C1(CC1)/C(/NOC(=O)C1=NN(C(=C1)C(F)F)C)=N/[H] (Z)-1-(2-bromo-6-methylphenyl)-N-((5-(difluoromethyl)-1-methyl-1H-pyrazole-3-carbonyl)oxy)cyclopropane-1-carboximidamide